2-(2-methoxypyridin-4-yl)-5,6,7,8-tetrahydronaphthalen-1-amine COC1=NC=CC(=C1)C1=C(C=2CCCCC2C=C1)N